tetrahydropyrazolo[1,5-a]pyrazin N1CCC2N1C=CN=C2